COC(C(CCC(=O)OC)=O)=O ketoglutaric acid dimethyl ester